Cl.C1(=CC=CC=C1)CC(=O)NC1CC(C1)N1C2=NC=NC(=C2N=C1)NC1=CC=C(C=C1)N1CCN(CC1)CCOC1CCNCC1 2-phenyl-N-((1s,3s)-3-(6-((4-(4-(2-(piperidin-4-yloxy)ethyl)piperazin-1-yl)phenyl)amino)-9H-purin-9-yl)cyclobutyl)acetamide hydrochloride